2-amino-3-(2-hydroxyphenyl)propionic acid methyl ester hydrochloride Cl.COC(C(CC1=C(C=CC=C1)O)N)=O